C1(CC1)NC(NC1=NC=NN2C1=CC=C2C=2C=C1C=NC(=NC1=C(C2)CC)N[C@H]2CNCCC2)=O 3-cyclopropyl-1-(7-{8-ethyl-2-[(3R)-piperidin-3-ylamino]quinazolin-6-yl}pyrrolo[2,1-f][1,2,4]triazin-4-yl)urea